C(C)N=C=NCCC[NH+](C)C 3-(((ethylimino)methylene)amino)-N,N-dimethylpropan-1-aminium